difluoro-2-methoxy-4-nitrobenzene FC=1C(=C(C=CC1[N+](=O)[O-])F)OC